COC(N[C@H](C(=O)NC=1C(N(C=CC1)CC=1NC2=C(C=CC=C2C1)CC(C)C)=O)CC\C=C\C(N1CCCC1)=O)=O Methyl-(S,E)-(1-((1-((7-isobutyl-1H-indol-2-yl)methyl)-2-oxo-1,2-dihydropyridin-3-yl)amino)-1,7-dioxo-7-(pyrrolidin-1-yl)hept-5-en-2-yl)carbamat